Benzyl (S)-4-((tert-butoxycarbonyl)amino)-2-hydroxybutanoate C(C)(C)(C)OC(=O)NCC[C@@H](C(=O)OCC1=CC=CC=C1)O